CC1(OB(OC1(C)C)C=1C(=C(C=C(C1)C(C)(CC(C)(C)C)C)C1=CC(=CC(=C1)C1=CC=CC=C1)C1=CC=CC=C1)OC1OCCCC1)C 4,4,5,5-tetramethyl-2-(5'-phenyl-2-((tetrahydro-2H-pyran-2-yl)oxy)-5-(2,4,4-trimethylpentan-2-yl)-[1,1':3',1''-terphenyl]-3-yl)-1,3,2-dioxaborolane